ClC1=C2C(=NC=C1)N(C=C2I)S(=O)(=O)C2=CC=C(C)C=C2 4-chloro-3-iodo-1-(p-toluenesulfonyl)pyrrolo[2,3-b]Pyridine